CC=1SC(=CN1)N1C=C(C2=C1C(NC=C2)=O)C2=NC(=NC=C2C(F)(F)F)NC2CNCCC2 (2-methyl-1,3-thiazol-5-yl)-3-{2-[(piperidin-3-yl)amino]-5-(trifluoromethyl)pyrimidin-4-yl}-1H,6H,7H-pyrrolo[2,3-c]pyridin-7-one